CO[C@@H](C)C1=C(C=C(C=C1)P(C)(C)=S)B1OC(C(O1)(C)C)(C)C (S)-(4-(1-methoxyethyl)-3-(4,4,5,5-tetramethyl-1,3,2-dioxaborolan-2-yl)phenyl)dimethylphosphine sulfide